ClC1=C(N=C2N(C1=O)C=C(N=C2C2=C(C=C(C=C2)F)F)[C@H]2C[C@H](O[C@@H](C2)C=2C=NN(C2)C)C)C 3-chloro-9-(2,4-difluorophenyl)-2-methyl-7-((2R,4S,6S)-2-methyl-6-(1-methyl-1H-pyrazol-4-yl)tetrahydro-2H-pyran-4-yl)-4H-pyrazino[1,2-a]pyrimidin-4-one